ClC1=CC=C(C=C1)S(=O)(=O)NC(C1=CC(=C(C=C1)N1C(SCC1=O)C1=CC=C(C=C1)F)C)=O N-[(4-Chlorophenyl)sulfonyl]-4-[2-(4-fluorophenyl)-4-oxo-1,3-thiazolidin-3-yl]-3-methylbenzamide